C(C)(C)(C)N(C(O)=O)C=1C=C2CN(CC2=CC1)C(C(F)(F)F)=O.NCCCOOO[SiH3] gamma-aminopropyl-trioxysilane tert-Butyl-[2-(trifluoroacetyl)-2,3-dihydro-1H-isoindol-5-yl]carbamate